C1(=CC=CC2=CC=CC=C12)OC(=O)CC1C2C=CC(C1)C2 5-(1-naphthoxycarbonylmethyl)-bicyclo[2.2.1]hept-2-ene